ClC1=CC=C(C2=C1C=CO2)C(=O)O 4-Chlorobenzofuran-7-carboxylic acid